5-((3-(5-(trifluoromethoxy)pyridin-2-yl)-1,2,4-oxadiazol-5-yl)amino)pyridine FC(OC=1C=CC(=NC1)C1=NOC(=N1)NC=1C=CC=NC1)(F)F